1-fluoro-N-((6S,7S)-6-((2,3',5'-trifluoro-[1,1'-biphenyl]-3-yl)methyl)-5-azaspiro[2.4]heptan-7-yl)methanesulfonamide hydrochloride Cl.FCS(=O)(=O)N[C@@H]1[C@@H](NCC12CC2)CC=2C(=C(C=CC2)C2=CC(=CC(=C2)F)F)F